Cl[Si](C(C(C(F)F)(F)F)(F)F)(Cl)Cl trichloro(1,1,2,2,3,3-hexafluoropropyl)silane